3,5-diphenyl-isothiazole C1(=CC=CC=C1)C1=NSC(=C1)C1=CC=CC=C1